FC1=C(C#N)C=CC=C1C(=O)N1CCC2(C(N3[C@H](O2)CC[C@H]3C3=CC=CC=C3)=O)CC1 2-fluoro-3-[(5'S,7a'R)-3'-oxo-5'-phenyltetra-hydro-1H,3'H-spiro[piperidine-4,2'-pyrrolo[2,1-b][1,3]oxazole]-1-carbonyl]benzonitrile